6-methyl-4-[(1-methylcyclopropyl)amino]-N-(oxetan-4-ylmethyl)furo[2,3-d]pyrimidine-5-carboxamide CC1=C(C2=C(N=CN=C2NC2(CC2)C)O1)C(=O)NCC1CCO1